[2-hydroxyethyl]morpholine OCCN1CCOCC1